CC=1C(=NC=CC1C=O)C1=NC=CC=C1 Methyl-2,2'-bipyridinyl-4-aldehyde